C(C)(C)(C)OC(=O)N[C@H](C(=O)OC)C[C@H]1C(NCC1)=O methyl (S)-2-((tert-butoxycarbonyl)amino)-3-((S)-2-oxopyrrolidin-3-yl)propanoate